FC(C1=CC2=C(SC(=C2)C(N[C@H]2CCC[C@@H]3N(C2=O)[C@@H](CC3)C(=O)N3CC(C3)N3N=CC(=C3)F)=O)C=C1)P(O)(O)=O (fluoro(2-(((3S,6S,9aS)-3-(3-(4-fluoro-1H-pyrazol-1-yl)azetidine-1-carbonyl)-5-oxooctahydro-1H-pyrrolo[1,2-a]azepin-6-yl)carbamoyl)benzo[b]thiophen-5-yl)methyl)phosphonic acid